4-(Dimethylamino)-N-methyl-N-(4-nitrophenyl)benzamide CN(C1=CC=C(C(=O)N(C2=CC=C(C=C2)[N+](=O)[O-])C)C=C1)C